2-(4,6-dimethylpyrazolo[1,5-a]pyrazin-2-yl)-7-[(1-methylpiperidin-4-yl)oxy]-4H-pyrido[1,2-a]pyrimidin-4-one CC=1C=2N(C=C(N1)C)N=C(C2)C=2N=C1N(C(C2)=O)C=C(C=C1)OC1CCN(CC1)C